[Si](C1=CC=CC=C1)(C1=CC=CC=C1)(C(C)(C)C)OC[C@@H]1CNC(C=2N1N=C1C2CN([C@@H](C1)C)C(C1=CC(=C(C=C1)Cl)C(F)(F)F)=O)=O (3R,7S)-7-(((tert-butyldiphenylsilyl)oxy)methyl)-2-(4-chloro-3-(trifluoromethyl)benzoyl)-3-methyl-1,2,3,4,8,9-hexahydropyrido[4',3':3,4]pyrazolo[1,5-a]pyrazin-10(7H)-one